ethyl 3-((2-chloro-5-fluoro-6-(thiophen-2-yl)pyrimidin-4-yl)amino)-4-methyl-4-(pyridin-2-yl)pentanoate ClC1=NC(=C(C(=N1)NC(CC(=O)OCC)C(C)(C1=NC=CC=C1)C)F)C=1SC=CC1